5-Methoxy-2-methyl-benzoic acid COC=1C=CC(=C(C(=O)O)C1)C